FC1(C(C1)C=1C=C(C=2N(C1)C=C(N2)CO)N2C(N(C(C2)=O)C)=O)F 1-(6-(2,2-difluorocyclopropyl)-2-(hydroxymethyl)imidazo[1,2-a]pyridin-8-yl)-3-methylimidazolidine-2,4-dione